((4,4-difluorocyclohexyl)amino)-6-(3-methyl-1H-pyrazol-1-yl)pyridin-4-ol FC1(CCC(CC1)NC1=NC(=CC(=C1)O)N1N=C(C=C1)C)F